CC(C(C(=O)O)(C)C)C(CCC(=O)O)C(=O)O trimethyl-1,3,5-pentanetricarboxylic acid